tert-butyl 3-{3-[4-(4,4,5,5-tetramethyl-1,3,2-dioxaborolan-2-yl)-1H-pyrazol-1-yl] piperidin-1-yl}propanoate CC1(OB(OC1(C)C)C=1C=NN(C1)C1CN(CCC1)CCC(=O)OC(C)(C)C)C